3-amino-N-[(6S)-2-[(3R,4S)-3-amino-4-(trifluoromethyl)pyrrolidin-1-yl]-5,6,7,8-tetrahydroquinolin-6-yl]-6-methylthieno[2,3-b]pyridine-2-carboxamide NC1=C(SC2=NC(=CC=C21)C)C(=O)N[C@@H]2CC=1C=CC(=NC1CC2)N2C[C@@H]([C@H](C2)C(F)(F)F)N